N1=CC(=CC=C1)C1=NC=CC(=N1)C(=O)N 2-(3-pyridyl)pyrimidine-4-carboxamide